C(=O)O.NCCC[C@H](C(C)C)N1CC2(C1)CN(CC2)C=2N=C(N=NC2OC2=C(C(=O)N(C(C)C)CC)C=C(C=C2)F)C (R)-2-((5-(2-(6-amino-2-methylhexan-3-yl)-2,6-diazaspiro[3.4]oct-6-yl)-3-methyl-1,2,4-triazin-6-yl)oxy)-N-ethyl-5-fluoro-N-isopropylbenzamide formate